6-((6-chloropyridin-3-yl)oxy)-2-azaspiro[3.3]heptane 4-methylbenzenesulfonate CC1=CC=C(C=C1)S(=O)(=O)O.ClC1=CC=C(C=N1)OC1CC2(CNC2)C1